3-(2-bromophenyl)-5-ethoxy-4-methyl-4,5-dihydroisoxazole BrC1=C(C=CC=C1)C1=NOC(C1C)OCC